3-(4-isopropoxyphenyl)propanoic acid C(C)(C)OC1=CC=C(C=C1)CCC(=O)O